diethyl-9H,9'H-3,3'-bicarbazole C(C)N1C2=CC=CC=C2C=2C=C(C=CC12)C=1C=CC=2N(C3=CC=CC=C3C2C1)CC